[N+](#[C-])C(C)(CC(C)(C)C)C 2-isocyano-2,4,4-trimethylpentane